Cl.C1(=CC(=CC=C1)CNCCCCCCCCCCCCN)CNCCCCCCCCCCCCN N1,N1'-(1,3-phenylenebis(methylene))bis(dodecane-1,12-diamine), hydrochloride salt